O(O)O.[Fe+3] iron (III) oxyhydroxide